ClC1=NC(=CC=C1C(=O)NS(=O)(=O)C1=CC=C(OCCCC2CC(N(C2)C(=O)OC(C)(C)C)(C)C)C=C1)N1N=C(C=C1)OCCC1(CC1)C(F)(F)F tert-Butyl 4-[3-[4-[[2-chloro-6-[3-[2-[1-(trifluoromethyl)cyclopropyl]ethoxy]pyrazol-1-yl]pyridine-3-carbonyl]sulfamoyl]phenoxy]propyl]-2,2-dimethyl-pyrrolidine-1-carboxylate